(Z)-1-((6-chloro-4-(2-chloro-5-methoxyphenyl)pyridin-3-yl)sulfonyl)-4-fluoro-N-(4-(methylsulfonyl)but-3-en-2-yl)piperidine-4-carboxamide ClC1=CC(=C(C=N1)S(=O)(=O)N1CCC(CC1)(C(=O)NC(C)\C=C/S(=O)(=O)C)F)C1=C(C=CC(=C1)OC)Cl